((1r,5s,6r)-3-(6-(3-methyl-1,2,4-oxadiazol-5-yl)-6-azaspiro[3.4]oct-2-yl)-3-azabicyclo[3.1.0]hex-6-yl)(1-azaspiro[3.3]hept-1-yl)methanone CC1=NOC(=N1)N1CC2(CC(C2)N2C[C@H]3C([C@H]3C2)C(=O)N2CCC23CCC3)CC1